[6-(2-amino-3-cyano-spiro[6H-thieno[3,4-b]thiophene-4,3'-azetidine]-1'-yl)-2-[[1-(morpholinomethyl)cyclopropyl]methoxy]-5-nitro-pyrimidin-4-yl]piperazine-1,3-dicarboxylate NC1=C(C2=C(S1)CSC21CN(C1)C1=C(C(=NC(=N1)OCC1(CC1)CN1CCOCC1)OC(=O)N1CC(NCC1)C(=O)[O-])[N+](=O)[O-])C#N